FCO[SiH3] Fluoromethoxysilane